N2-(3-(5-isoprop-oxypyridin-2-yl)-1,2,4-thiadiazol-5-yl)-N3,N3-dimethyl-pyrazine-2,3-diamine C(C)(C)OC=1C=CC(=NC1)C1=NSC(=N1)NC1=NC=CN=C1N(C)C